ClC=1C(=C(C(=C(C1F)F)F)S(=O)(=O)N1[C@H](CC1)C(=O)N(CC1=NC=C(N=C1)C1CCCCC1)C1=CC(=C(C(=O)O)C=C1)O)F (R)-4-(1-((3-chloro-2,4,5,6-tetrafluorophenyl)sulfonyl)-N-((5-cyclohexylpyrazin-2-yl)methyl)azetidine-2-carboxamido)-2-hydroxybenzoic acid